CS(=O)(=O)C1=CC=C(C=C1)[C@@H](C)OC1=CC=C(C=C1)C=1N=CN(C1)C(=O)NCCCOC1=CC=CC=C1 (R)-4-(4-(1-(4-(methylsulfonyl)phenyl)ethoxy)phenyl)-N-(3-phenoxypropyl)-1H-imidazole-1-carboxamide